COC[C@]1(CCC=2C(=NNC2C1)C(=O)O)C (S)-6-(methoxymethyl)-6-methyl-4,5,6,7-tetrahydro-1H-indazole-3-carboxylic acid